C1(=CC=CC=C1)C1=NC(=NC(=N1)C1=CC=CC=C1)C1=C(C=C(C=C1)OCCCCCC)O 2,4-diphenyl-6-(2-hydroxy-4-hexyloxyphenyl)-1,3,5-triazine